5-methyl-1-tetrahydropyran-2-yl-benzotriazol-4-amine CC1=C(C2=C(N(N=N2)C2OCCCC2)C=C1)N